4-ethynyl-4-(4-chlorophenyl)-1,3-dioxa-2-cyclopentanone C(#C)C1(OC(OC1)=O)C1=CC=C(C=C1)Cl